C(C1=CC=CC=C1)OC1=C(C(=CC(=C1)Br)F)NC(C(F)(F)F)=O N-[2-(benzyloxy)-4-bromo-6-fluorophenyl]-2,2,2-trifluoroacetamide